2-methyl-5-nitro-1,2,3,4-tetrahydroisoquinoline CN1CC2=CC=CC(=C2CC1)[N+](=O)[O-]